C1(=CC=CC=C1)O[P]OC1=CC=CC=C1 bisphenyloxyphosphorus